The molecule is an organic heterobicyclic compound consisting of a gamma-lactone ring fused onto a substituted tetrahydrofuran ring. It is isolated from the Australian marine sponge Plakinastrella clathrata. It has a role as a metabolite. It is a gamma-lactone and an organic heterobicyclic compound. C[C@@]1(C[C@]2([C@@H](O1)CC(=O)O2)C)CCCCCCCCCCCCC3=CC=CC=C3